C(C)N(CCCNC(=O)C1=CC2=C(N3C(S2)=NC(=C3)C3=CC=C(C=C3)CC)C=C1)CC N-(3-(diethylamino)propyl)-2-(4-ethylphenyl)benzo[d]imidazo[2,1-b]thiazole-7-carboxamide